CN(C#N)C1COC1 methyl-(oxetan-3-yl)cyanamide